(RS)-4-Chloro-2-fluoro-N-(4-piperidin-3-yl-phenyl)-benzamid ClC1=CC(=C(C(=O)NC2=CC=C(C=C2)[C@@H]2CNCCC2)C=C1)F |r|